Arsenic(III) triiodide [As](I)(I)I